Pyrrolo-quinolinequinone disodium salt [Na].[Na].N1C(C(C=C2C=CC=3C(=C12)C=CN3)=O)=O